methyl 5-(tert-butyl)-9-(difluoromethoxy)-1-(2,4-dimethoxybenzyl)-11-methoxy-2-oxo-1,2,5,6-tetrahydropyrido[2',1':2,3]imidazo[4,5-h]quinoline-3-carboxylate C(C)(C)(C)C1C=2C=C(C(N(C2C2=C(C1)N1C(=N2)C(=CC(=C1)OC(F)F)OC)CC1=C(C=C(C=C1)OC)OC)=O)C(=O)OC